Bis(1H-benzotriazol-1-yl)methanone N1(N=NC2=C1C=CC=C2)C(=O)N2N=NC1=C2C=CC=C1